4-bromo-2,5-dimethyl-pyridine BrC1=CC(=NC=C1C)C